2-(1-ethylpyrazol-4-yl)-5-propyl-3H-imidazo[2,1-b]purin-4-one C(C)N1N=CC(=C1)C1=NC=2N3C(N(C(C2N1)=O)CCC)=NC=C3